1-(4-methyl-5-{7H-pyrrolo[2,3-h]1,6-naphthyridin-3-yl}pyridin-2-yl)propan-1-ol CC1=CC(=NC=C1C=1C=NC2=C3C(=NC=C2C1)NC=C3)C(CC)O